3-vinylpiperidine hydrochloride Cl.C(=C)C1CNCCC1